FC=1C(=C(C=C(C1)B1OC(C(O1)(C)C)(C)C)NS(=O)(=O)CCC)OC N-(3-fluoro-2-methoxy-5-(4,4,5,5-tetramethyl-1,3,2-dioxaborolan-2-yl)phenyl)propane-1-sulfonamide